potassium aluminum sulfate, calcium salt [Ca+2].S(=O)(=O)([O-])[O-].[Al+3].[K+].S(=O)(=O)([O-])[O-].S(=O)(=O)([O-])[O-]